hexacyanoiron (3-) C(#N)[Fe-3](C#N)(C#N)(C#N)(C#N)C#N